Decyl ((S)-(((2R,3S,5R)-5-(6-amino-2-fluoro-9H-purin-9-yl)-2-ethynyl-3-hydroxytetrahydrofuran-2-yl)methoxy) (2-(decyloxy)-2-oxoethoxy)phosphoryl)-L-phenylalaninate NC1=C2N=CN(C2=NC(=N1)F)[C@H]1C[C@@H]([C@@](O1)(C#C)CO[P@](=O)(OCC(=O)OCCCCCCCCCC)N[C@@H](CC1=CC=CC=C1)C(=O)OCCCCCCCCCC)O